C(C1=CC=CC=C1)OCC(CCO[Si](C1=CC=CC=C1)(C1=CC=CC=C1)C(C)(C)C)O 1-(benzyloxy)-4-((tert-butyldiphenylsilyl)oxy)butan-2-ol